ClC1=CC(=CC=2CNCCOC21)N2C=CC1=CC(=CC=C21)F 9-chloro-7-(5-fluoroindol-1-yl)-2,3,4,5-tetrahydro-1,4-benzoxazepine